3-chloro-1,1,1,2,2-pentafluoropropane ClCC(C(F)(F)F)(F)F